2-(4-methoxyphenyl)hexahydropyridine COC1=CC=C(C=C1)C1NCCCC1